C1(CC1)COC=1C=C(C=CC1)C(C)=O 1-[3-(Cyclopropyl-methoxy)phenyl]-ethan-1-one